ClC1=CC(=C(CC=2N=C(SC2)CCl)C=C1)F 4-(4-chloro-2-fluorobenzyl)-2-(chloromethyl)thiazole